Ethyl 4-(4-ethoxy carbonyl-2,5-dihydroxyphenylaminocarbonyl)-2,5-dihydroxybenzoate C(C)OC(=O)C1=CC(=C(C=C1O)NC(=O)C1=CC(=C(C(=O)OCC)C=C1O)O)O